C(C)(=O)N1CCC(CC1)C=1N=NN(C1)C=1C(=CC(=NC1)C1=CC=C2N1N=CC(=C2)C#N)NC(C)C 7-(5-(4-(1-Acetylpiperidin-4-yl)-1H-1,2,3-triazol-1-yl)-4-(isopropylamino)pyridin-2-yl)pyrrolo[1,2-b]pyridazine-3-carbonitrile